OCC1CCC(CC1)NC(C1=NC(=CC=C1)N1C=NC=C1)=O N-((1s,4s)-4-(hydroxymethyl)cyclohexyl)-6-(1H-imidazol-1-yl)picolinamide